FC1(CCN(CC1)C=1C=C(C=C(C1)NC)NC(C1=C(C=C(C=C1N1CCC2(CC2)CC1)SCC)C)=O)F N-(3-(4,4-difluoropiperidin-1-yl)-5-(methylamino)phenyl)-4-(ethylsulfanyl)-2-methyl-6-(6-azaspiro[2.5]oct-6-yl)benzamide